Gold-vanadium [V].[Au]